sulfanyl-pyrrole-2-carboxylate SC1=C(NC=C1)C(=O)[O-]